N1N=CC(=C1)C1=C(N=C2N1C=CC(=N2)C(F)(F)F)C2=NC(=NN2)C(F)(F)F 5-[3-(1H-pyrazol-4-yl)-7-(trifluoromethyl)imidazo[1,2-a]pyrimidin-2-yl]-3-(trifluoromethyl)-1H-1,2,4-triazole